(2R,3R,11bR)-9,10-dimethoxy-3-(2-methylpropyl)-1H,2H,3H,4H,6H,7H,11bH-pyrido[2,1-a]isoquinolin-2-yl (2S)-2-aminopropionate N[C@H](C(=O)O[C@@H]1C[C@H]2N(CCC3=CC(=C(C=C23)OC)OC)C[C@H]1CC(C)C)C